C1[C@H]2[C@@H]([C@@H](S1)CCCCC(=O)O)NC(=O)N2 beta-biotin